N-{3-[2-(3,4-dichlorophenoxy)acetamido]bicyclo[1.1.1]pentan-1-yl}-2-(methoxymethyl)-1,3-thiazole-4-carboxamide ClC=1C=C(OCC(=O)NC23CC(C2)(C3)NC(=O)C=3N=C(SC3)COC)C=CC1Cl